ClC1=CC=C(C(=N1)C(=O)O)N[C@H](C)C1=C2N=C(C(=NC2=CC(=C1)C)C#N)N1C[C@H](OCC1)CC 6-chloro-3-(((R)-1-(2-cyano-3-((R)-2-ethylmorpholino)-7-methylquinoxalin-5-yl)ethyl)amino)picolinic acid